N-(1-benzylazetidin-3-yl)-4-(1,4-dimethyl-2-(4-(methylsulfonyl)phenyl)-1H-imidazo[4,5-c]pyridin-6-yl)benzamide C(C1=CC=CC=C1)N1CC(C1)NC(C1=CC=C(C=C1)C1=CC2=C(C(=N1)C)N=C(N2C)C2=CC=C(C=C2)S(=O)(=O)C)=O